FC(C=1C=C(C=NC1)N)(F)F 5-(trifluoro-methyl)pyridin-3-amine